6-(1-((5-chloro-1,3-dimethyl-1H-pyrazol-4-yl)sulfonyl)piperidin-4-yl)-7-methyl-[1,2,4]triazolo[1,5-a]pyridine ClC1=C(C(=NN1C)C)S(=O)(=O)N1CCC(CC1)C=1C(=CC=2N(C1)N=CN2)C